BrC=1C=CC=C2C=CN=C(C12)C(=O)O 8-bromoisoquinolin-1-carboxylic acid